(1-methylthieno[2,3-c]pyrazol-5-yl)methanol CN1N=CC2=C1SC(=C2)CO